2-chloro-3-{7-chloroimidazo[1,2-a]pyridin-2-yl}pyridine ClC1=NC=CC=C1C=1N=C2N(C=CC(=C2)Cl)C1